(E)-2-((1-ethyl-3-methyl-1H-pyrazole-5-carbonyl)imino)-6-(hydrazinecarbonyl)thiazolo[4,5-b]pyridin C(C)N1N=C(C=C1C(=O)\N=C/1\SC=2C(=NC=C(C2)C(=O)NN)N1)C